C(#N)C1=C(C=CC(=C1)F)N1CC2(C1)CC(C2)OC=2C=CC(=NC2C(=O)NCCC2=CC(=CC=C2)B2OC(C(O2)(C)C)(C)C)C=2C(=NC=CC2)OCC 5-{[2-(2-cyano-4-fluorophenyl)-2-azaspiro[3.3]heptan-6-yl]oxy}-2'-ethoxy-N-{2-[3-(4,4,5,5-tetramethyl-1,3,2-dioxaborolan-2-yl)phenyl]ethyl}[2,3'-bipyridine]-6-carboxamide